[Na].[Na].[Co] Cobalt Disodium